2,8-dimethyltetradecanoic acid CC(C(=O)O)CCCCCC(CCCCCC)C